O=C1NC(CCC1N1N=NC2=C(C1=O)C=CC=C2)=O 3-(2,6-dioxopiperidin-3-yl)-4-oxo-3,4-dihydrobenzo[d][1,2,3]Triazine